C(C)O[Si](CCCN1C=NCC1)(OCC)OCC tri-ethoxy-3-(2-imidazolin-1-yl)propyl-silane